BrC=1C=C(C=CC1)N1C(C(CC1)C(C(=O)OCC)=O)=O ethyl 2-(1-(3-bromophenyl)-2-oxopyrrolidin-3-yl)-2-oxoacetate